N[C@@H](C(=O)N1CCN(CC1)CC1=C(C=C(C=C1)F)SCC)C1CCN(CC1)CCC1=C(C=CC(=C1)Cl)C1=C(C=CC(=C1)O)Cl (R)-2-amino-2-(1-(2-(2',4-dichloro-5'-hydroxy-[1,1'-biphenyl]-2-yl)ethyl)piperidin-4-yl)-1-(4-(2-(ethylsulfanyl)-4-fluorobenzyl)piperazin-1-yl)ethan-1-one